CC1=CC(=NS1)S(=O)(=O)Cl 5-methylisothiazole-3-sulfonyl chloride